2-((dimethylamino)methylene)-5-(2-methyl-1H-indol-3-yl)cyclohexane-1,3-dione CN(C)C=C1C(CC(CC1=O)C1=C(NC2=CC=CC=C12)C)=O